2-{[(1-{2-chloro-4-fluoro-5-[3-methyl-2,6-dioxo-4-(trifluoromethyl)-3,6-dihydropyrimidin-1(2H)-yl]phenoxy}cyclopropyl)carbonyl]oxy}propanoic acid ClC1=C(OC2(CC2)C(=O)OC(C(=O)O)C)C=C(C(=C1)F)N1C(N(C(=CC1=O)C(F)(F)F)C)=O